C(#N)C(C)(C)N=NC(=O)N 1-((Cyano-1-methyl-ethyl)azo)formamid